ClC=1C=C(C(=O)N[C@@H](C)C2=NC=NN2C2=NC=C(C=N2)N=S(=O)(C)C)C=C(C1)OCC1CC1 (S)-3-chloro-5-(cyclopropylmethoxy)-N-(1-(1-(5-((dimethyl(oxo)-λ6-sulfaneylidene)amino)pyrimidin-2-yl)-1H-1,2,4-triazol-5-yl)ethyl)benzamide